((3aR,4R,6R,6aR)-6-(4-acetamidopyrrolo[2,1-f][1,2,4]triazin-7-yl)-6-cyano-2,2-dimethyltetrahydrofuro[3,4-d][1,3]dioxol-4-yl)methyl 2-(1-((tert-butoxycarbonyl)amino)cyclohexyl)acetate C(C)(C)(C)OC(=O)NC1(CCCCC1)CC(=O)OC[C@H]1O[C@@]([C@@H]2OC(O[C@@H]21)(C)C)(C#N)C2=CC=C1C(=NC=NN12)NC(C)=O